N-(2-(diethylamino)ethyl)-2-(3-cyano-4-hydroxyphenyl)-4-methylthiazole-5-carboxamide hydrochloride Cl.C(C)N(CCNC(=O)C1=C(N=C(S1)C1=CC(=C(C=C1)O)C#N)C)CC